COC1=CC=C(CNS(=O)(=O)C2=CC(=C(C=C2)NC)[N+](=O)[O-])C=C1 N-(4-methoxybenzyl)-4-(methylamino)-3-nitrobenzenesulfonamide